C(#N)C=1C(=CC(=NC1)NC(=N)NCCC(C)(OC1=CC=C(C=C1)C(F)(F)F)C)OC 1-(5-cyano-4-methoxypyridin-2-yl)-3-(3-methyl-3-(4-(trifluoromethyl)phenoxy)butyl)guanidine